tert-butyl N-[(3R)-1-{[2-({4-[4-(piperidin-1-yl)-7H-pyrrolo[2,3-d]pyrimidin-6-yl]phenyl}carbamoyl)pyridin-4-yl]methyl}piperidin-3-yl]carbamate N1(CCCCC1)C=1C2=C(N=CN1)NC(=C2)C2=CC=C(C=C2)NC(=O)C2=NC=CC(=C2)CN2C[C@@H](CCC2)NC(OC(C)(C)C)=O